methyl 3-(3-(3-fluoro-4-methyl-5-(6-(4-methylpiperazin-1-yl)pyrazolo[1,5-a]pyridine-3-carboxamido)phenyl)-1,2,4-oxadiazol-5-yl)azetidine-1-carboxylate FC=1C=C(C=C(C1C)NC(=O)C=1C=NN2C1C=CC(=C2)N2CCN(CC2)C)C2=NOC(=N2)C2CN(C2)C(=O)OC